C(C)(C)C1=CC=C(C=C1)C(C)C 1,4-diisopropyl-benzene